ClC1=NC=C(C(=N1)C1=CN=C(S1)C1CCN(CC1)C(=O)OC(C)(C)C)F tert-butyl 4-(5-(2-chloro-5-fluoropyrimidin-4-yl)thiazol-2-yl)piperidine-1-carboxylate